6-(2-((4-Amino-3-(3-hydroxyphenyl)-1H-pyrazolo[3,4-d]pyrimidin-1-yl)methyl)-3-(2-chlorobenzyl)-4-oxo-3,4-dihydroquinazolin-5-yl)-N,N-bis(2-methoxyethyl)hex-5-ynamide NC1=C2C(=NC=N1)N(N=C2C2=CC(=CC=C2)O)CC2=NC1=CC=CC(=C1C(N2CC2=C(C=CC=C2)Cl)=O)C#CCCCC(=O)N(CCOC)CCOC